alpha-methylamino-m-hydroxyacetophenone CNCC(=O)C1=CC(=CC=C1)O